OC1=CC=C(C=C1)C=1CCC=2C=CC(=CC2C1)O 7-(4-hydroxyphenyl)-5,6-dihydronaphthalen-2-ol